C(C)(C)(C)OC(=O)NC=1C(=NC(=C(C1)C(F)(F)F)OC(C)CC=C)C(=O)O 3-[(tert-butoxycarbonyl)amino]-6-(pent-4-en-2-yloxy)-5-(trifluoromethyl)pyridine-2-carboxylic acid